(R)-5-Fluoro-3-(pyrrolidin-2-yl)pyridin-2-ol FC=1C=C(C(=NC1)O)[C@@H]1NCCC1